CC(=O)N[C@@H]1[C@H]([C@H]([C@H](O[C@H]1O[C@H]2[C@H](OC([C@@H]([C@H]2O)O)O)CO)CO)O[C@@H]3[C@@H]([C@H]([C@H]([C@H](O3)CO)O)O)O)O The molecule is an amino trisaccharide consisting of an alpha-Gal residue at the non-reducing end linked (1->4) to a beta-GalNAc residue which is in turn linked (1->4) to alpha-Gal. It is an amino trisaccharide and a galactosamine oligosaccharide.